toluidine-sulfonate N(C=1C(=CC=CC1)C)S(=O)(=O)[O-]